5-(1,1,2,2,2-pentafluoroethyl)-4-(trifluoroethyl)pyrazole FC(C(F)(F)F)(F)C1=C(C=NN1)CC(F)(F)F